methyl-pyrazin CC1=NC=CN=C1